C(C1=CC=CC=C1)N1C=C(C2=CC=CC=C12)C(CC#N)=O 3-(1-benzyl-1H-indol-3-yl)-3-oxopropionitrile